(3S)-1-(2-((5-amino-6-(2-fluoro-6-methoxyphenyl)pyridin-2-yl)amino)-5-(1-(trifluoromethyl)-1H-pyrazol-4-yl)pyridin-4-yl)piperidin-3-ol NC=1C=CC(=NC1C1=C(C=CC=C1OC)F)NC1=NC=C(C(=C1)N1C[C@H](CCC1)O)C=1C=NN(C1)C(F)(F)F